sulfonyl-6-tert-butyl-2-cyclohexyl-pyridine-3-carboxamide S(=O)(=O)=NC(=O)C=1C(=NC(=CC1)C(C)(C)C)C1CCCCC1